O=C1N(C=CC(N1)=O)[C@@]1(OC([C@H]2OC(O[C@H]21)(C)C)(CI)F)C#N (3aR,4R,6aS)-4-(2,4-dioxo-3,4-dihydropyrimidin-1(2H)-yl)-6-fluoro-6-(iodomethyl)-2,2-dimethyltetrahydrofurano[3,4-d][1,3]Dioxole-4-carbonitrile